C(C)(C)(C)OC([C@@H](N)CC(C)C)=O L-leucine-O-tert-butyl ester